N1CC2(C=3C1=NC=C(C3)C=3C=C1[C@](C(NC1=CC3)=O)(C#N)C)CC2 (S)-5-(1',2'-dihydrospiro[cyclopropane-1,3'-pyrrolo[2,3-b]pyridin]-5'-yl)-3-methyl-2-oxoindoline-3-carbonitrile